(2S,4R)-4-Aminopiperidine-2-carboxylic acid N[C@H]1C[C@H](NCC1)C(=O)O